2,3,4-Trihydroxyacetophenone CC(=O)C1=C(C(=C(C=C1)O)O)O